7-(7-fluoroimidazo[1,2-a]pyridin-3-yl)-4-(4-(pyrrolidin-2-yl)thiazol-2-yl)isoquinolin-1-amine FC1=CC=2N(C=C1)C(=CN2)C2=CC=C1C(=CN=C(C1=C2)N)C=2SC=C(N2)C2NCCC2